α-ethylphenethyl alcohol C(C)C(CC1=CC=CC=C1)O